OC(C)(C)C=1SC(=CN1)[S@@](=O)(N)=NC(NC1=C2CCC(C2=CC=2CCCC12)=O)=O (R)-2-(2-Hydroxypropan-2-yl)-N'-((1-oxo-1,2,3,5,6,7-hexahydro-s-indacen-4-yl)carbamoyl)thiazole-5-sulfonimidamide